BrC(C1=CC=C2C=C(C(NC2=C1F)=O)CC)([2H])[2H] 7-(bromomethyl-d2)-3-ethyl-8-fluoroquinolin-2(1H)-one